tert-butyl (2S,4R)-2-(((4-(N-((benzyloxy)carbonyl)carbamimidoyl)thiophen-2-yl)methyl)carbamoyl)-4-cyclohexylpyrrolidine-1-carboxylate C(C1=CC=CC=C1)OC(=O)NC(=N)C=1C=C(SC1)CNC(=O)[C@H]1N(C[C@H](C1)C1CCCCC1)C(=O)OC(C)(C)C